potassium trifluoro(tetrahydro-2H-pyran-4-yl)borate [B-](C1CCOCC1)(F)(F)F.[K+]